FC(C1=NC(=NC(=N1)C(F)(F)F)N1[C@H](C=2NC3=CC=C(C=C3C2CC1)Cl)C[C@@H](CF)C)(F)F (1S)-2-[4,6-bis(trifluoromethyl)-1,3,5-triazin-2-yl]-6-chloro-1-[(2S)-3-fluoro-2-methylpropyl]-2,3,4,9-tetrahydro-1H-pyrido[3,4-b]indole